N1(N=NC2=C1C=CC=C2)N([C@@H](CSCC2=CC=C(C=C2)OC)C(=O)O)C(=O)OC(C)(C)C 1H-benzo[d][1,2,3]triazol-1-yl-N-(tert-butoxycarbonyl)-S-(4-methoxybenzyl)-L-cysteine